O=C1NC2(CN(C2)C(=O)OC2CC(C2)OCC2=CC(=C(C=C2)Cl)Cl)CO1 3-((3,4-dichlorobenzyl)oxy)cyclobutyl 6-oxo-7-oxa-2,5-diazaspiro[3.4]octane-2-carboxylate